COC1=CC=C(C=C1)C(CC)N=S(C1=CC=CC=C1)(C1=CC=CC=C1)=O N-[1-(4-methoxyphenyl)propyl]-1-oxo-1,1-diphenyl-λ6-sulfanimine